O[C@@H](CNC(=O)C=1C=NC(=C(C1)C1=NN(C=C1)C)OC1=CC(=CC=C1)S(F)(F)(F)(F)F)C N-[(2R)-2-Hydroxypropyl]-5-(1-methyl-1H-pyrazol-3-yl)-6-[3-(pentafluoro-lambda6-sulfanyl)phenoxy]pyridine-3-carboxamide